4-(4-((1R,5S)-3,8-diazabicyclo[3.2.1]octan-3-yl)-6-(2-fluoro-5-methoxyphenoxy)-2-(((S)-1-methylpyrrolidin-2-yl)methoxy)quinazolin-7-yl)naphthalen-2-ol bis(2,2,2-trifluoroacetate) FC(C(=O)O)(F)F.FC(C(=O)O)(F)F.[C@H]12CN(C[C@H](CC1)N2)C2=NC(=NC1=CC(=C(C=C21)OC2=C(C=CC(=C2)OC)F)C2=CC(=CC1=CC=CC=C21)O)OC[C@H]2N(CCC2)C